COC1=CC2=C(C=C(O2)C(=O)C2=CC=C(C=C2)N2CCN(CC2)C2=CC=C(C=C2)OC)C=C1 (6-Methoxybenzofuran-2-yl)(4-(4-(4-methoxyphenyl)piperazine-1-yl)phenyl)methanone